CN1N=C(C(=C1)C1=CC=NC=C1)C1=CC=C(OCC2=NC3=CC=CN=C3C=C2C(=O)OCC)C=C1 Ethyl 2-[[4-[1-methyl-4-(4-pyridyl)pyrazol-3-yl]phenoxy] methyl]-1,5-naphthyridine-3-carboxylate